ClC1=CC(=C(C=C1)N1CCCN(S1(=O)=O)CC(=O)NC1C2CC3(CC(CC1C3)C2)C(=O)N)C 4-(2-(6-(4-chloro-2-methylphenyl)-1,1-dioxido-1,2,6-thiadiazinan-2-yl)acetamido)adamantane-1-carboxamide